hexamethyl-phosphorous acid triamide CN(P(N(C)C)N(C)C)C